6-tert-butyl-10-methoxy-9-[2-(4-methoxypiperidin-1-yl)thiazol-5-yl]-2-oxo-6,7-dihydro-2H-pyrido[2,1-a]Isoquinoline-3-carboxylic acid ethyl ester C(C)OC(=O)C=1C(C=C2N(C(CC3=CC(=C(C=C23)OC)C2=CN=C(S2)N2CCC(CC2)OC)C(C)(C)C)C1)=O